[O].N1=CNC2=C1C=CC=C2.N2=CNC1=C2C=CC=C1 bis-(benzimidazole) Oxygen